BrC=1C=C(C#N)C=C(C1)OC1=C(N=CN(C1=O)CC1=C(N=C(NC1=O)C)C)C(C(F)F)(F)F 3-bromo-5-((1-((2,4-dimethyl-6-oxo-1,6-dihydropyrimidin-5-yl)methyl)-6-oxo-4-(1,1,2,2-tetrafluoroethyl)-1,6-dihydropyrimidin-5-yl)oxy)benzonitrile